(2R,3R,4R,5R)-2-(Acetoxymethyl)-5-(4,6-dichloro-1H-pyrazolo[3,4-d]pyrimidin-1-yl)tetrahydrofuran-3,4-diacetic acid C(C)(=O)OC[C@@H]1O[C@H]([C@@H]([C@H]1CC(=O)O)CC(=O)O)N1N=CC=2C1=NC(=NC2Cl)Cl